N-methyl-6-[methyl-(7H-pyrrolo[2,3-d]pyrimidin-4-yl)amino]spiro[3.3]heptane-2-sulfonamide CNS(=O)(=O)C1CC2(C1)CC(C2)N(C=2C1=C(N=CN2)NC=C1)C